CC(C(=O)OCCNC(OCCOCCC)=O)=C propoxylethyl {2-[(2-methylprop-2-enoyl)oxy]ethyl}carbamate